3-amino-2,4,5-trifluorobenzoic acid NC=1C(=C(C(=O)O)C=C(C1F)F)F